CN1C=NC(=C1)CN1CCN(CC1)CC1=CC=2N(C=C1)N=CC2N2C(NC(CC2)=O)=O 1-(5-((4-((1-methyl-1H-imidazol-4-yl)methyl)piperazin-1-yl)methyl)pyrazolo[1,5-a]pyridin-3-yl)dihydropyrimidine-2,4(1H,3H)-dione